(E)-1-((3S)-4-(6-Chloro-7-(2-fluoro-6-hydroxyphenyl)pyrido[2,3-d]pyrimidin-4-yl)-3-methylpiperazin-1-yl)pent-2-ene-1,4-dione ClC1=CC2=C(N=CN=C2N2[C@H](CN(CC2)C(\C=C\C(C)=O)=O)C)N=C1C1=C(C=CC=C1O)F